Cl.FC=1C=C2CN(CC2=CC1)C(CNC12CC3(C[C@@H](C[C@H](C1)C3)C2)NC(=O)C=2C=C(C=CC2)C2=CC=CC=C2)=O N-((1s,3r,5R,7S)-3-((2-(5-fluoroisoindolin-2-yl)-2-oxoethyl)amino)adamantan-1-yl)-[1,1'-biphenyl]-3-carboxamide hydrochloride